CN1C(N(C2=C1C(=CC=C2)N2CCC(CC2)=O)N2C(CCCC2=O)=O)=O (3-methyl-2-oxo-4-(4-oxopiperidin-1-yl)-2,3-dihydro-1H-benzo[d]imidazol-1-yl)piperidine-2,6-dione